C(C)(C)(C)OC(=O)C1=CCC=N1 Pyrrole-5(3H)-carboxylic acid tert-butyl ester